C12CN(CC(CC1)N2)C=2OC1=C(N2)C(=CC=C1C=1SC=CN1)OC1COCC1 2-(3,8-diazabicyclo[3.2.1]octan-3-yl)-4-((tetrahydrofuran-3-yl)oxy)-7-(thiazol-2-yl)benzo[d]oxazole